N-(5-(2-cyano-5-(((2S,4R)-2-(trifluoromethyl)piperidin-4-yl)oxy)pyridin-4-yl)pyrazolo[1,5-a]pyridin-2-yl)cyclopropanecarboxamide C(#N)C1=NC=C(C(=C1)C1=CC=2N(C=C1)N=C(C2)NC(=O)C2CC2)O[C@H]2C[C@H](NCC2)C(F)(F)F